FC1=CC(=C(C=C1)CC(=O)C1=CNC2=CC(=C(C=C12)C)F)OC 2-(4-fluoro-2-methoxyphenyl)-1-(6-fluoro-5-methyl-1H-indol-3-yl)ethanone